ClC=1C=CC(=C(C1)CNC(=O)C=1N=NN(C1)CCCCN1N=NC(=C1)NC(CC1=C(C=CC(=C1)OC(F)(F)F)F)=O)F N-[(5-chloro-2-fluorophenyl)methyl]-1-[4-(4-{2-[2-fluoro-5-(trifluoromethoxy)phenyl]acetamido}-1H-1,2,3-triazol-1-yl)butyl]-1H-1,2,3-triazole-4-carboxamide